C(CCOCCOCCOCCCN)N 4,7,10-Trioxa-tridecan-1,13-diamin